2-(6-(5,5-Dimethyl-6,7-dihydro-5H-pyrrolo[2,1-c][1,2,4]triazol-3-yl)pyridin-2-yl)-4-((methylamino)methyl)-6-morpholino-2,3-dihydro-1H-pyrrolo[3,4-c]pyridin-1-one CC1(CCC2=NN=C(N21)C2=CC=CC(=N2)N2CC=1C(=NC(=CC1C2=O)N2CCOCC2)CNC)C